N-(4-chlorophenyl)-2-(1,3-dioxo-3a,4,5,6,7,7a-hexahydroisoindol-2-yl)thieno[3,4-b]Thiophene-3-carboxamide ClC1=CC=C(C=C1)NC(=O)C=1C=2C(SC1N1C(C3CCCCC3C1=O)=O)=CSC2